C(C=1C(C(=O)O)=CC=CC1)(=O)O.C1(CCC(CC1)CO)CO 4-cyclohexanedimethanol phthalate